4'-((S)-2-(((2R,3S,4R,5R)-5-(6-amino-2-chloro-9H-purin-9-yl)-3,4-dihydroxytetrahydrofuran-2-yl)methoxy)-2-carboxy-2-(thiazol-4-yl)ethyl)-[1,1'-biphenyl]-4-carboxylic acid NC1=C2N=CN(C2=NC(=N1)Cl)[C@H]1[C@@H]([C@@H]([C@H](O1)CO[C@@](CC1=CC=C(C=C1)C1=CC=C(C=C1)C(=O)O)(C=1N=CSC1)C(=O)O)O)O